6-[(2,4-difluorophenyl)methyl]-2-azaspiro[3.3]heptane-2-carboxylic acid tert-butyl ester C(C)(C)(C)OC(=O)N1CC2(C1)CC(C2)CC2=C(C=C(C=C2)F)F